((1S,6R,7S)-3-(3-(4-chloro-2-methyl-2H-indazol-5-yl)-1H-pyrazolo[3,4-b]pyrazin-6-yl)-7-(5-methylisoxazol-3-yl)-3-azabicyclo[4.1.0]heptan-7-yl)methanamine ClC=1C2=CN(N=C2C=CC1C1=NNC2=NC(=CN=C21)N2C[C@@H]1[C@]([C@@H]1CC2)(C2=NOC(=C2)C)CN)C